6-(2-chloro-5,7-dihydrofuro[3,4-d]pyrimidin-4-yl)-5,6,7,8-tetrahydro-1,6-naphthyridin ClC=1N=C(C2=C(N1)COC2)N2CC=1C=CC=NC1CC2